2,6-diisopropyl-3-sulfo-1,1-biphenyl sodium salt hydrate O.[Na+].C(C)(C)C1=C(C(=CC=C1S(=O)(=O)[O-])C(C)C)C1=CC=CC=C1